SC(CSCC(CS)S)CS bis(2,3-dimercaptopropyl) thioether